1-(6-hexyl-4-phenylquinolin-2-yl)pyrrolidine-3-carboxylic acid C(CCCCC)C=1C=C2C(=CC(=NC2=CC1)N1CC(CC1)C(=O)O)C1=CC=CC=C1